1-(2-propenyl)-2-pyrrolidone C(C=C)N1C(CCC1)=O